5-(1-(2-chloro-3-fluorophenyl)ethyl)-6-fluoro-3-((3-fluoro-2-methylbenzyl)amino)-4H-benzo[e][1,2,4]thiadiazine 1,1-dioxide ClC1=C(C=CC=C1F)C(C)C1=C(C=CC2=C1NC(=NS2(=O)=O)NCC2=C(C(=CC=C2)F)C)F